1-(piperidin-4-yl)-1H-indol N1CCC(CC1)N1C=CC2=CC=CC=C12